3-(4-(4-aminobenzyl)-benzyl)aniline NC1=CC=C(CC2=CC=C(CC=3C=C(N)C=CC3)C=C2)C=C1